ClC1=CC=C(CCN2N=NC(=C2)CN2N=NN=C2)C=C1 1-((1-(4-chlorophenethyl)-1H-1,2,3-triazol-4-yl)methyl)-1H-tetrazole